(S)-N-(2-(difluoromethoxy)-5-methoxyphenyl)-3-(3-fluoro-4-methylphenyl)-3-(1,2,4-thiadiazol-5-yl)pyrrolidine-1-carboxamide FC(OC1=C(C=C(C=C1)OC)NC(=O)N1C[C@@](CC1)(C1=NC=NS1)C1=CC(=C(C=C1)C)F)F